methyl 3-(4-((2-(2-(hydroxymethyl)pyrrolidin-1-yl)pyrrolo[2,1-f][1,2,4]triazin-4-yl)amino)-1H-imidazol-1-yl)-5-methoxybenzoate OCC1N(CCC1)C1=NN2C(C(=N1)NC=1N=CN(C1)C=1C=C(C(=O)OC)C=C(C1)OC)=CC=C2